NC1=CC=C(C=N1)C1=CC=C(C=C1)O 4-(6-aminopyridin-3-yl)phenol